C(C1=CC=CC=C1)OCC(C(C(=O)OCC)=CN(C)C)=O ethyl 4-(benzyloxy)-2-((dimethylamino) methylene)-3-oxobutanoate